C(CC1=CC=CC=C1)N1CCN(CC1)C1=CC=C2C(=N1)C(=CN2)NC(=O)NC2=CC=C(C=C2)C(F)(F)F 1-(5-(4-phenethylpiperazin-1-yl)-1H-pyrrolo[3,2-b]pyridin-3-yl)-3-(4-(trifluoromethyl)phenyl)urea